8-(1-(difluoromethyl)-1H-pyrazol-4-yl)-2-fluoro-8-methyl-N-(6-(pyrimidin-2-yl)-5-(trifluoromethyl)pyridin-3-yl)-7,8-dihydro-6H-cyclopenta[e]pyrazolo[1,5-a]pyrimidine-6-carboxamide FC(N1N=CC(=C1)C1(CC(C=2C=NC=3N(C21)N=C(C3)F)C(=O)NC=3C=NC(=C(C3)C(F)(F)F)C3=NC=CC=N3)C)F